CC1=NC2=C(CN(C3=C(C=CC=C23)N)C)N1C 2,3,5-trimethyl-4,5-dihydro-3H-imidazo[4,5-c]quinolin-6-amine